5-methyl-5-vinyltetrahydrofuran CC1(CCCO1)C=C